D-canavanine N[C@H](CCONC(=N)N)C(=O)O